F[P-](F)(F)(F)(F)F.C1(=CC=CC=C1)NC(NCCCN1CN(C=C1)CC)=S 1-(3-phenylthioureidopropyl)-3-ethylimidazole hexafluorophosphate